tert-Butyl 4-methoxy-3-(1-methyl-2-oxopyrrolidin-3-yl)-1H-indole-1-carboxylate COC1=C2C(=CN(C2=CC=C1)C(=O)OC(C)(C)C)C1C(N(CC1)C)=O